NC1=NC(N(C=C1)[C@H]1[C@]([C@@H]([C@@](O1)(F)COC1(CC=CC2=CC=CC=C12)OP(=O)=N[C@@H](C)C(=O)OC(C)C)O)(C)O)=O isopropyl (1-(((2S,3S,4R,5R)-5-(4-amino-2-oxopyrimidin-1(2H)-yl)-2-fluoro-3,4-dihydroxy-4-methyltetrahydrofuran-2-yl)methoxy)(naphthalen-1-yloxy)phosphoryl)-L-alaninate